4-cyano-N-(6-((5,6-dihydropyrrolo[3,4-c]pyrazol-2(4H)-yl)methyl)-4-methoxybenzo[d]isoxazol-3-yl)-2-methoxybenzenesulfonamide hydrochloride Cl.C(#N)C1=CC(=C(C=C1)S(=O)(=O)NC1=NOC2=C1C(=CC(=C2)CN2N=C1C(=C2)CNC1)OC)OC